C(C)OC(CCC(=O)C1=CC2=C(S1)C=C(C(=C2F)O)OC)=O ethyl-4-(4-fluoro-5-hydroxy-6-methoxybenzo[b]thiophen-2-yl)-4-oxobutanoate